CC=1C(=C(C=C(C1)C)NC([O-])=O)NC([O-])=O 3,5-dimethyl-1,2-phenylenedicarbamate